1-[3-({[3-(1H-imidazol-4-yl)-2-[3-(trifluoromethyl)-1H-1,2,4-triazol-5-yl]imidazo[1,2-a]pyrimidin-6-yl]methoxy}methyl)pyrrolidin-1-yl]ethan-1-one N1C=NC(=C1)C1=C(N=C2N1C=C(C=N2)COCC2CN(CC2)C(C)=O)C2=NC(=NN2)C(F)(F)F